5-{[5-(3-{[1-(aminomethyl)cyclopropyl]methoxy}-1,5-naphthyridin-4-yl)-1H-pyrazol-3-yl]amino}pyrazine-2-carbonitrile NCC1(CC1)COC=1C=NC2=CC=CN=C2C1C1=CC(=NN1)NC=1N=CC(=NC1)C#N